4-(3-((5-chloro-1H-pyrrolo[2,3-b]pyridin-4-yl)amino)-4-morpholinophenyl)-2-(thiazol-2-yl)butan ClC=1C(=C2C(=NC1)NC=C2)NC=2C=C(C=CC2N2CCOCC2)CCC(C)C=2SC=CN2